(±)-(Trans)-1-(cyclopropylmethyl)-3-fluoro-4-(4-nitro-1H-pyrazol-1-yl)piperidine C1(CC1)CN1C[C@H]([C@@H](CC1)N1N=CC(=C1)[N+](=O)[O-])F |r|